(2-((2S,4S)-4-amino-2-(1-hydroxycyclopropyl)pyrrolidin-1-yl)-4-(4-cyanopyridin-3-yl)phenyl)-2-(2-fluoro-6-methoxyphenyl)pyrimidine-4-carboxamide N[C@H]1C[C@H](N(C1)C1=C(C=CC(=C1)C=1C=NC=CC1C#N)C=1C(=NC(=NC1)C1=C(C=CC=C1OC)F)C(=O)N)C1(CC1)O